2-((4-(cyclooctyloxy)-2-methylene-4-oxobutanoyl)oxy)-3,3,3-trifluoropropanoic acid C1(CCCCCCC1)OC(CC(C(=O)OC(C(=O)O)C(F)(F)F)=C)=O